C[Si](O[Si](CCCCCCCC)(C)C)(C)C pentamethyloctyldisiloxane